Tert-butyl 3-(6,8-difluoro-7-(6-methyl-1-(tetrahydro-2H-pyran-2-yl)-5-(trifluoromethyl)-17Z-indazol-4-yl)-2-(methylsulfonyl)quinazolin-4-yl)-3,8-diazabicyclo[3.2.1]octane-8-carboxylate FC=1C=C2C(=NC(=NC2=C(C1C1=C2C=NN(C2=CC(=C1C(F)(F)F)C)C1OCCCC1)F)S(=O)(=O)C)N1CC2CCC(C1)N2C(=O)OC(C)(C)C